SC(C(=O)O)(CC)C 2-Mercapto-2-methylbutanoic acid